ClC1=NC=C(C(=N1)NC1=CC(=CC=C1)S(NC(C)(C)C)(=O)=O)Cl 2,5-Dichloro-N4-(3-[N-(1,1-dimethylethyl)sulfamoyl]phenyl)pyrimidin-4-amine